9-propenyl-tetracyclo[6.2.1.13,6.02,7]Dodec-4-ene C(=CC)C1C2C3C4C=CC(C3C(C1)C2)C4